N1=C(C=CC2=CC=CC=C12)C(=O)NN quinoline-hydrazide